[Br-].CC1=C(C(=CC=C1)C)C1C2=CC=CC=C2N(C=2C=CC=C(C12)OC)C1=CC=CC=C1 9-(2,6-dimethylphenyl)-1-methoxy-10-phenylacridine bromide salt